1-(6-bromo-5-fluoro-1-methyl-indazol-3-yl)hexahydropyrimidine-2,4-dione BrC1=C(C=C2C(=NN(C2=C1)C)N1C(NC(CC1)=O)=O)F